C(C)OC(C)(OCC)OCC 1,1,1-triethoxy-ethane